dimethyl-(methylthio)sulfonium difluorophosphate P(=O)([O-])(F)F.C[S+](SC)C